tert-butyl N-[4-(4-fluorophenyl)-2-[[4-(1-oxo-1-thia-2-azacyclohexen-1-yl)benzoyl]amino]phenyl]carbamate FC1=CC=C(C=C1)C1=CC(=C(C=C1)NC(OC(C)(C)C)=O)NC(C1=CC=C(C=C1)S1(N=CCCC1)=O)=O